4-(6-(4-((3-chloro-5-(methylsulfonamido)phenyl)carbamoyl)-1-methyl-1H-pyrrol-2-yl)-5-fluoropyridin-3-yl)piperazine ClC=1C=C(C=C(C1)NS(=O)(=O)C)NC(=O)C=1C=C(N(C1)C)C1=C(C=C(C=N1)N1CCNCC1)F